C(N)(OC12C(C(C1)(C2)C(=O)NNC(COC2=CC=C(C=C2)Cl)=O)C(C)(C)C)=O (tert-butyl 3-(2-(2-(4-chlorophenoxy) acetyl) hydrazine-1-carbonyl) bicyclo[1.1.1]pentan-1-yl) carbamate